3-(5-bromo-2-iodo-1H-indol-3-yl)-2,2-dimethylpropan-1-ol methyl-(tert-butoxycarbonyl)serinate CN([C@@H](CO)C(=O)OCC(CC1=C(NC2=CC=C(C=C12)Br)I)(C)C)C(=O)OC(C)(C)C